N-((1S,3R)-3-(2-Aminoacetamido)cyclopentyl)-5-(2-methyl-4-phenoxyphenyl)-4-oxo-4,5-dihydro-3H-1-thia-3,5,8-triazaacenaphthylene-2-carboxamide NCC(=O)N[C@H]1C[C@H](CC1)NC(=O)C=1SC=2N=CC=C3N(C(NC1C23)=O)C2=C(C=C(C=C2)OC2=CC=CC=C2)C